2-methylpropyl-methylprop-2-enoate CC(CC=C(C(=O)[O-])C)C